tert-Butyl N-[[(3S)-1-(5-carbamoylpyrazin-2-yl)pyrrolidin-3-yl]methyl]-N-cyclopropyl-carbamate C(N)(=O)C=1N=CC(=NC1)N1C[C@H](CC1)CN(C(OC(C)(C)C)=O)C1CC1